C(C)(=O)O.C(CCCCCCCCCCC)NCCCCCCCCCCCC dilaurylamine acetate